ClC=1C=C(C(=O)/C(/C(=O)OCC)=C/OCC)C=CC1F ethyl (2Z)-2-[(Z)-3-chloro-4-fluorobenzoyl]-3-ethoxyprop-2-enoate